The molecule is a 17(18)-EpETE in which the epoxy group has (17S,18R)-configuration. It is a conjugate acid of a 17(S),18(R)-EETeTr(1-). It is an enantiomer of a 17(R),18(S)-EETeTr. CC[C@@H]1[C@@H](O1)C/C=C\\C/C=C\\C/C=C\\C/C=C\\CCCC(=O)O